trans-4-((4-(2-Isopropylthiazol-5-yl)pyridin-2-yl)((trans-4-(4-methoxy-3-methylphenyl)cyclohexyl)methyl)carbamoyl)-cyclohexyl methylcarbamate CNC(O[C@@H]1CC[C@H](CC1)C(N(C[C@@H]1CC[C@H](CC1)C1=CC(=C(C=C1)OC)C)C1=NC=CC(=C1)C1=CN=C(S1)C(C)C)=O)=O